2-Bromo-6-(difluoromethyl)-3-fluoropyridine-4-carbaldehyde BrC1=NC(=CC(=C1F)C=O)C(F)F